2-[4-[(E)-3-[4-(Dimethylamino)phenyl]prop-2-enoyl]phenoxy]acetic acid CN(C1=CC=C(C=C1)/C=C/C(=O)C1=CC=C(OCC(=O)O)C=C1)C